Br[C@H](C(=O)O)CC1CC1 (S)-2-bromo-3-cyclopropylpropanoic acid